NC1=C2C(=NC=N1)N(N=C2C2=CC=C(C=C2)OC2=C(C(=CC=C2)F)F)[C@H]2CN(CCC2)C(=O)C(C#N)=CC2CC2 (R)-2-(3-(4-amino-3-(4-(2,3-difluorophenoxy)phenyl)-1H-pyrazolo[3,4-d]pyrimidin-1-yl)piperidine-1-carbonyl)-3-cyclopropylacrylonitrile